2-bromo-5-(4-(cyclopentylmethyl)phenyl)-7-oxo-4,7-dihydropyrazolo[1,5-a]pyrimidine-3-carboxylic acid BrC1=NN2C(NC(=CC2=O)C2=CC=C(C=C2)CC2CCCC2)=C1C(=O)O